Benzyl 4-((2-azidoethoxy)methyl)piperidine-1-carboxylate N(=[N+]=[N-])CCOCC1CCN(CC1)C(=O)OCC1=CC=CC=C1